C(C)(=O)NCCN(CC[C@@H](C(=O)O)NC1=NC=C(C=N1)C(F)(F)F)CCCCC1=NC=2NCCCC2C=C1 (S)-4-((2-acetamidoethyl)(4-(5,6,7,8-tetrahydro-1,8-naphthyridin-2-yl)butyl)amino)-2-((5-(trifluoromethyl)pyrimidin-2-yl)amino)butanoic acid